The molecule is a methyl ester resulting from the formal condensation of the carboxy group of fluthiacet with methanol. A proherbicide for fluthiacet, it is used for the control of broad-leaved weeds in crops such as maize and soya. It has a role as an agrochemical, an EC 1.3.3.4 (protoporphyrinogen oxidase) inhibitor and a proherbicide. It is an organic sulfide, a methyl ester, a member of monochlorobenzenes, a member of monofluorobenzenes and a thiadiazolopyridazine. It derives from a fluthiacet. COC(=O)CSC1=C(C=C(C(=C1)N=C2N3CCCCN3C(=O)S2)F)Cl